ClC=1C(=CC(=C(CN[C@@H](CO)C(=O)O)C1)OCC=1C=NC=CC1)OCC1=C(C(=CC=C1)C1=C2CCN(C2=CC=C1)CCCN1CCC(CC1)O)C N-(5-chloro-2-((pyridin-3-yl)methoxy)-4-(3-(1-(3-(4-hydroxypiperidin-1-yl)propyl)indoline-4-yl)-2-methylbenzyloxy)benzyl)-L-serine